ClC=1C=C(C=C2C(=C(C=NC12)C#N)NC1=CC(=C(C=C1)F)Cl)N[C@H](C=1N=NN(C1)C1COC1)C=1SC=C(C1)C#N (R)-8-chloro-4-((3-chloro-4-fluorophenyl)amino)-6-(((4-cyanothiophen-2-yl)(1-(oxetan-3-yl)-1H-1,2,3-triazol-4-yl)methyl)amino)quinoline-3-carbonitrile